ethyl 2-ethyl-6,6-dimethylcyclohex-2-en-1-carboxylate C(C)C=1C(C(CCC1)(C)C)C(=O)OCC